racemic-8-(4-chlorophenyl)-7-(morpholin-2-yl)-2-(prop-2-yn-1-ylsulfanyl)-3H-pyrazolo[1,5-a][1,3,5]triazin-4-one ClC1=CC=C(C=C1)C=1C(=NN2C1N=C(NC2=O)SCC#C)[C@H]2CNCCO2 |r|